P(=O)([O-])(O)O.[OH-].[Zn+2] zinc hydroxide phosphate